ClC=1C=C2C=CN(CC2=CC1)C 6-chloro-2-methylisoquinoline